CC=1C(=CC2=C(C1)C1(C(NC(CC1)=O)=O)CO2)N2CCNCC2 5-methyl-6-(piperazin-1-yl)-2H-spiro[benzofuran-3,3'-piperidine]-2',6'-dione